C(=O)OC1=C(C=C(C(=O)OC)C=C1)OC methyl 4-(formyloxy)-3-methoxybenzoate